C1(CC1)COC=1C(=NC(=NC1)CS(=O)(=O)C)C=1C=C(C(N(C1)C)=O)C 5-[5-(cyclopropylmethoxy)-2-(methylsulfonylmethyl)pyrimidin-4-yl]-1,3-dimethylpyridin-2-one